(6aR,10aR)-6,6,9-trimethyl-3-octyl-6a,7,8,10a-tetrahydro-6H-benzo[c]chromen-1-ol CC1(OC=2C=C(C=C(C2[C@H]2[C@H]1CCC(=C2)C)O)CCCCCCCC)C